[1,4]benzoxathiino[3,2-b]pyridine-3-carboxylic acid N1=C2C(=CC(=C1)C(=O)O)OC1=C(S2)C=CC=C1